COC=1C=C(C=NC1N1CCN(CC1)C1COC1)N 5-methoxy-6-(4-(oxetan-3-yl)piperazin-1-yl)pyridin-3-amine